3-chloro-4-methoxy-benzonitrile ClC=1C=C(C#N)C=CC1OC